3-(5-(((3S,4R)-3-amino-4-fluoropiperidin-1-yl)sulfonyl)-2-methylphenyl)-6-(trifluoromethyl)imidazo[1,2-a]pyrazin-8-amine N[C@H]1CN(CC[C@H]1F)S(=O)(=O)C=1C=CC(=C(C1)C1=CN=C2N1C=C(N=C2N)C(F)(F)F)C